2-(4,5-dichloro-6-oxo-pyridazin-1-yl)-N-[4-(dimethylsulfamoyl)-2-hydroxy-5-methyl-phenyl]acetamide ClC=1C=NN(C(C1Cl)=O)CC(=O)NC1=C(C=C(C(=C1)C)S(N(C)C)(=O)=O)O